4-chloro-6-fluoro-2-(pyridin-4-yl)pyrido[3,4-d]pyrimidine ClC=1C2=C(N=C(N1)C1=CC=NC=C1)C=NC(=C2)F